(4-(3-(4-(4-(2-(1-(2-(2,6-dioxopiperidin-3-yl)-1-oxoisoindolin-5-yl)piperidin-4-yl)ethyl)piperazin-1-yl)benzoyl)-6-hydroxybenzo[b]thiophen-2-yl)phenyl)boronic acid O=C1NC(CCC1N1C(C2=CC=C(C=C2C1)N1CCC(CC1)CCN1CCN(CC1)C1=CC=C(C(=O)C=2C3=C(SC2C2=CC=C(C=C2)B(O)O)C=C(C=C3)O)C=C1)=O)=O